N-(1-(2-bromopyridin-4-yl)-2,2,2-trifluoroethyl)formamide BrC1=NC=CC(=C1)C(C(F)(F)F)NC=O